4-(2-Amino-2-methylpropanoyl)-N-(1-(4-((3-(1-aminoethyl)piperidin-1-yl)methyl)phenyl)-2-oxo-1,2-dihydropyrimidin-4-yl)piperazine-1-carboxamide hydrochloride salt Cl.NC(C(=O)N1CCN(CC1)C(=O)NC1=NC(N(C=C1)C1=CC=C(C=C1)CN1CC(CCC1)C(C)N)=O)(C)C